NC1=NC=NN2C1=C(C=C2C=2C(=CC(=C(C(=O)N[C@@H]1CN(C[C@@H]1F)C(=O)C1C(C1)(F)F)C2)Cl)F)C(F)(F)F 5-[4-amino-5-(trifluoromethyl)pyrrolo[2,1-f][1,2,4]triazin-7-yl]-2-chloro-N-[(3R,4S)-1-(2,2-difluorocyclopropanecarbonyl)-4-fluoropyrrolidin-3-yl]-4-fluorobenzamide